Benzyl (S)-4-{[(benzyloxy)carbonyl]amino}-5-oxo-5-{[2-({α-D-mannopyranosyl-(1→3)-[α-D-mannopyranosyl-(1→6)]-α-D-mannopyranosyl}oxy)ethyl]amino}pentanoate C(C1=CC=CC=C1)OC(=O)N[C@@H](CCC(=O)OCC1=CC=CC=C1)C(NCCO[C@@H]1[C@@H](O)[C@@H](O[C@@H]2[C@@H](O)[C@@H](O)[C@H](O)[C@H](O2)CO)[C@H](O)[C@H](O1)CO[C@@H]1[C@@H](O)[C@@H](O)[C@H](O)[C@H](O1)CO)=O